C(C)(C)(C)OC(=O)N(C([O-])=O)CC1=C(C2=C(N=CN2C)C(=C1)C1=CC=C(C=C1)OC(F)(F)F)C#C[C@@H](CO)O tert-butoxycarbonyl-N-[[3-methyl-4-[(3S)-3,4-dihydroxybut-1-ynyl]-7-[4-(trifluoromethoxy) phenyl]benzimidazol-5-yl]methyl]carbamate